COC1N(CCC1)OC dimethoxypyrrolidine